FC1=C2C=NN(C2=C(C(=C1F)OC)F)C1=CC=C(C=C1)C1=CC(=CC=C1)OC 4,5,7-Trifluoro-6-methoxy-1-(3'-methoxy-[1,1'-biphenyl]-4-yl)-1H-indazole